[Si](C1=CC=CC=C1)(C1=CC=CC=C1)(C(C)(C)C)OCC(CC(F)F)C 4-((t-butyldiphenylsilyl)oxy)-1,1-difluoro-3-methylbutan